COC=1C(=CC(=C(C1)B1OC(C(O1)(C)C)(C)C)C)C(C(F)(F)F)(C)C 2-[5-methoxy-2-methyl-4-(2,2,2-trifluoro-1,1-dimethyl-ethyl)phenyl]-4,4,5,5-tetramethyl-1,3,2-dioxaborolane